3-((2S)-3-(8-(4'-(aminomethyl)biphenyl-3-ylsulfonyl)-1-oxa-8-azaspiro[4.5]decan-3-ylamino)-2-hydroxypropoxy)-N-ethylbenzenesulfonamide NCC1=CC=C(C=C1)C1=CC(=CC=C1)S(=O)(=O)N1CCC2(CC(CO2)NC[C@@H](COC=2C=C(C=CC2)S(=O)(=O)NCC)O)CC1